COC(=O)NC=1SC(=C(C1C(=O)OCC)C)C1=CC=C(C=C1)[N+](=O)[O-] ethyl 2-((methoxycarbonyl)amino)-4-methyl-5-(4-nitrophenyl)thiophene-3-carboxylate